5-(2-chloro-3,6-difluoro-benzyloxy)-[3,4']bipyridinyl-6-ylamine ClC1=C(COC=2C=C(C=NC2N)C2=CC=NC=C2)C(=CC=C1F)F